4-((((9H-fluoren-9-yl)methoxy)carbonyl)amino)-2,2,6,6-tetramethylpiperidine-4-carboxylic acid C1=CC=CC=2C3=CC=CC=C3C(C12)COC(=O)NC1(CC(NC(C1)(C)C)(C)C)C(=O)O